(R)-2-phenyl-1-(4,4,5,5-tetramethyl-1,3,2-dioxaborolan-2-yl)ethan-1-amine hydrochloride Cl.C1(=CC=CC=C1)C[C@H](N)B1OC(C(O1)(C)C)(C)C